1-(tert-butyl) 2-ethyl (S)-5-oxopiperidine-1,2-dicarboxylate O=C1CC[C@H](N(C1)C(=O)OC(C)(C)C)C(=O)OCC